5-chloro-2-(2-chloro-4-fluorophenoxy)-N-(2-oxo-1,2-dihydropyridin-4-yl)benzamide ClC=1C=CC(=C(C(=O)NC2=CC(NC=C2)=O)C1)OC1=C(C=C(C=C1)F)Cl